OC(C)(C)C=1C=CC(=NC1)N1N=CC=2C(C1=O)=C(N(C2C)C2=CC(=CC=C2)OC)C 2-(5-(2-Hydroxypropan-2-yl)pyridin-2-yl)-6-(3-methoxyphenyl)-5,7-dimethyl-2,6-dihydro-1H-pyrrolo[3,4-d]pyridazin-1-one